COC1=NC=C(C=N1)[C@H](CC(=O)O)N1N=CC2=CC(=CC=C12)OCCC1=NC=2NCCCC2C=C1 (S)-3-(2-methoxypyrimidin-5-yl)-3-(5-(2-(5,6,7,8-tetrahydro-1,8-naphthyridin-2-yl)ethoxy)-1H-indazol-1-yl)propanoic acid